C(C)(C)(C)OC(CN(C1=CC(=CC=C1)[N+](=O)[O-])C)=O [Methyl-(3-nitro-phenyl)-amino]-acetic acid tert-butyl ester